C(C1=CC=CC=C1)(=O)OCCCCOCC(=O)OC(C)(C)C 4-(2-Tert-butoxy-2-oxoethoxy)butyl benzoate